CC1(OB(OC1(C)C)C=1C=NN(C1)[C@@H]1CN(CC1)C(=O)OC(C)(C)C)C tert-butyl (S)-3-(4-(4,4,5,5-tetramethyl-1,3,2-dioxaborolan-2-yl)-1H-pyrazol-1-yl)pyrrolidine-1-carboxylate